C(C)OCOC=1C=C(C#N)C=CC1B1OC(C(O1)(C)C)(C)C 3-(Ethoxymethoxy)-4-(4,4,5,5-tetramethyl-1,3,2-dioxaborolan-2-yl)benzonitrile